calcium sulfite S(=O)([O-])[O-].[Ca+2]